5H-2,6-naphthyridine-4-carbonitrile C1=NC=C(C=2CNC=CC12)C#N